C(#N)CC=1C2=C(SC1C(=O)O)C=C(C=C2)C2CC(OCC2)(C)C 3-(Cyanomethyl)-6-(2,2-dimethyltetrahydro-2H-pyran-4-yl)benzo[b]thiophene-2-carboxylic acid